1-([1,2,4]triazolo[3,4-a]isoquinolin-7-yl)prop-2-yn-1-ol N=1N=CN2C1C1=CC=CC(=C1C=C2)C(C#C)O